N-(3,5-dichloropyridin-4-yl)-4-cyclopropylmethoxy-3-difluoromethoxybenzamide ClC=1C=NC=C(C1NC(C1=CC(=C(C=C1)OCC1CC1)OC(F)F)=O)Cl